(dimethylamino)-ethan-1-ol CN(C)C(C)O